BrC=1C=C2C=C(N=NC2=CC1)C(F)F 6-bromo-3-(difluoromethyl)cinnoline